CN1N=CC=2C1=NC=C(C2)N 1-methyl-1H-pyrazolo[3,4-b]pyridin-5-amine